C(C(=C)C)(=O)OCCC1COC1 3-(methacryloyloxyethyl)oxetane